BrC1=C2C[C@@H](NCC2=CC=C1)CO [(3R)-5-bromo-1,2,3,4-tetrahydroisoquinolin-3-yl]methanol